CC1(OC2=C(C=C1)C(=C(C(=C2C)C)S(=O)(=O)N)C)C 2,2,5,7,8-pentamethylbenzopyran-6-sulfonamide